7-bromo-4H-benzo[E][1,2,4]thiadiazine 1,1-dioxide BrC1=CC2=C(NC=NS2(=O)=O)C=C1